ClC=1C=NN(C1C(=O)NC1=NC=C(C=C1C)C#CC1=CC=CC=C1)CC1COCCC1 4-chloro-N-(3-methyl-5-(phenylethynyl)pyridin-2-yl)-1-((tetrahydro-2H-pyran-3-yl)methyl)-1H-pyrazole-5-carboxamide